7-(1-Benzylpiperidin-3-yl)-2-(2-fluorophenyl)pyrazolo[1,5-a]pyrimidine C(C1=CC=CC=C1)N1CC(CCC1)C1=CC=NC=2N1N=C(C2)C2=C(C=CC=C2)F